2-(4-acryloyl-3,3-dimethylpiperazin-1-yl)-N-[(2S)-1-hydroxypentan-2-yl]-5H-pyrrolo[2,3-b]pyrazine-7-carboxamide C(C=C)(=O)N1C(CN(CC1)C=1N=C2C(=NC1)NC=C2C(=O)N[C@H](CO)CCC)(C)C